N-(2-methoxyethyl)-2H-tetrazole COCCN1NNN=C1